FC(C1=NN(C(=C1)C(F)F)CC(=O)N1CCC(CC1)C=1SC=C(N1)C1OCC2=C(CO1)C=CC=C2OS(=O)(=O)C)F methanesulfonic acid-3-[2-(1-{[3,5-bis(difluoromethyl)-1H-pyrazol-1-yl]acetyl}piperidin-4-yl)-1,3-thiazol-4-yl]-1,5-dihydro-2,4-benzodioxepin-6-yl ester